1,2-PROPYLENEGLYCOL C(C(C)O)O